6-hydroxy-2-o-methylphenyl-3,4-dihydroisoquinolin-1-one OC=1C=C2CCN(C(C2=CC1)=O)C1=C(C=CC=C1)C